O[C@@H](CCC)C1=CC(=C(C=N1)C=1C=2N(C3=CC(=NC=C3C1)NC(=O)[C@@H]1[C@H](C1)CN1CCN(CC1)C(=O)OC(C)(C)C)C=CN2)C tert-butyl 4-{[(1S,2S)-2-[(4-{6-[(1S)-1-hydroxybutyl]-4-methylpyridin-3-yl}imidazo[1,2-a]1,6-naphthyridin-8-yl)carbamoyl]cyclopropyl]methyl}piperazine-1-carboxylate